C[N+](C)(C)C(CCC(=O)[O-])OC(=O)CCCCCC(=O)O Pimeloylcarnitine